Cbz-amine C(=O)(OCC1=CC=CC=C1)N